1-cyano-N-(5-(morpholinomethyl)thiazol-2-yl)pyrrolidine-3-carboxamide C(#N)N1CC(CC1)C(=O)NC=1SC(=CN1)CN1CCOCC1